(R)-3-Hydroxy-4-((2-(((5-methoxy-2-methylthiazol-4-yl)(1-methylcyclopentyl)methyl)amino)-3,4-dioxocyclobut-1-en-1-yl)amino)-N,N-dimethylpicolinamide OC=1C(=NC=CC1NC1=C(C(C1=O)=O)N[C@H](C1(CCCC1)C)C=1N=C(SC1OC)C)C(=O)N(C)C